n-octyl-tetraethylene glycol C(CCCCCCC)C(COCCOCCOCCO)O